(S)-2-((2-oxa-7-azaspiro[4.5]dec-7-yl)methyl)-6-(3-(1-(4-methyl-4H-1,2,4-triazol-3-yl)cyclobutyl)phenyl)-4-(trifluoromethyl)-1,6-dihydro-7H-pyrrolo[2,3-c]pyridin-7-one C1OCC[C@@]12CN(CCC2)CC2=CC1=C(C(N(C=C1C(F)(F)F)C1=CC(=CC=C1)C1(CCC1)C1=NN=CN1C)=O)N2